(9-amino-5-(pyridin-4-yl)imidazo[1,2-c]thieno[3,2-e]pyrimidin-8-yl)(piperidin-1-yl)methanone NC1=C(SC2=C1C=1N(C(=N2)C2=CC=NC=C2)C=CN1)C(=O)N1CCCCC1